ClC=1C=C(CNCCC2=C(C=C(C(=C2)OC)S(=O)(=O)C)OC)C=C(C1)C N-(3-chloro-5-methylbenzyl)-2-(2,5-dimethoxy-4-(methylsulfonyl)phenyl)ethan-1-amine